2-(benzofuran-5-ylsulfonyl)-1,2,3,4,5,6-hexahydropyrrolo[3,4-C]pyrrole O1C=CC2=C1C=CC(=C2)S(=O)(=O)N2CC=1CNCC1C2